(S)-2-(2-amino-3-(3-(5-methyl-1,2,4-oxadiazol-3-yl)benzoylamino)propionylamino)-4-methylthiazole-5-carboxylic acid propyl ester C(CC)OC(=O)C1=C(N=C(S1)NC([C@H](CNC(C1=CC(=CC=C1)C1=NOC(=N1)C)=O)N)=O)C